C(#C)[C@@]1(CCN2C1=NC=C2)O (R)-7-ethynyl-6,7-dihydro-5H-pyrrolo[1,2-a]imidazol-7-ol